FC=1C(=CC(=C(C1)N1C(C=CC2=CC(=CC=C12)S(=O)(=O)N(CC1=CC=C(C=C1)OC)C1=NOC=C1)=O)OC)C12CC(C1)(C2)C(F)(F)F (P)-1-(5-fluoro-2-methoxy-4-(3-(trifluoromethyl)bicyclo[1.1.1]pentan-1-yl)phenyl)-N-(isoxazol-3-yl)-N-(4-methoxybenzyl)-2-oxo-1,2-dihydroquinoline-6-sulfonamide